ClC1=C(N=CN1C1CC1)/C=C/C=1N=C(SC1)NC(OC(C)(C)C)=O tert-butyl N-{4-[(E)-2-(5-chloro-1-cyclopropylimidazol-4-yl)ethenyl]-1,3-thiazol-2-yl}carbamate